C(=O)[O-].C(C)C(CN1C=[N+](C=C1)CCCCCCCCCCCCCCCCCC)CCCC 1-(2-ethylhexyl)-3-octadecyl-imidazolium formate